[Si](C1=CC=CC=C1)(C1=CC=CC=C1)(C(C)(C)C)OCC(CC1=C(N(C2=CC=C(C=C12)C=1N=C(OC1)I)CC(F)(F)F)C=1C(=NC=CC1)C(C)OC)(C)C 4-(3-(3-((tert-butyldiphenylsilyl)oxy)-2,2-dimethylpropyl)-2-(2-(1-methoxyethyl)pyridin-3-yl)-1-(2,2,2-trifluoroethyl)-1H-indol-5-yl)-2-iodooxazole